C1(CC1)NC(C(C)(C)F)C=1C(=C(C#N)C=CC1)F 3-[1-(cyclopropylamino)-2-fluoro-2-methyl-propyl]-2-fluorobenzonitrile